OC1(CN(C1)C(=O)OC(C)(C)C)C(=O)OC 1-(tert-butyl) 3-methyl 3-hydroxyazetidine-1,3-dicarboxylate